6-(3,5-dimethyl-4-pyrimidin-2-yl-pyrazol-1-yl)hexan-1-amine CC1=NN(C(=C1C1=NC=CC=N1)C)CCCCCCN